O=C1C2=CC=CC=C2CC12CCN(CC2)C(=O)OC(C)(C)C tert-butyl 1-oxo-1,3-dihydro-spiro[indene-2,4'-piperidine]-1'-carboxylate